(3'-bromobiphenyl-4-yl)-3,5-diphenyl-1,3,5-triazine BrC=1C=C(C=CC1)C1=CC=C(C=C1)C1N=CN(CN1C1=CC=CC=C1)C1=CC=CC=C1